N-{1-[1-(3-hydroxy-4-toluoyl)-3-azetidinyl]-5-oxo-3-pyrrolidinyl}-hexahydro-1H-pyrrolizine-7a-carboxamide OC=1C=C(C=CC1C(=O)N1CC(C1)N1CC(CC1=O)NC(=O)C12CCCN2CCC1)C